(S,Z)-3-((5-(bicyclo[1.1.1]pentan-1-yl)-7-(dimethylamino)-3-(ethoxymethyl)-2-methyl-1,1-dioxido-2,3,4,5-tetrahydrobenzo[f][1,2,5]thiadiazepin-8-yl)oxy)-2-fluoroacrylic acid C12(CC(C1)C2)N2C[C@H](N(S(C1=C2C=C(C(=C1)O\C=C(\C(=O)O)/F)N(C)C)(=O)=O)C)COCC